N-[3-Fluoro-4-[(6-methoxy-1,7-naphthyridin-4-yl)oxy]phenyl]-4-(4-fluorophenyl)-5-methyl-3-oxopyrazine-2-carboxamide FC=1C=C(C=CC1OC1=CC=NC2=CN=C(C=C12)OC)NC(=O)C1=NC=C(N(C1=O)C1=CC=C(C=C1)F)C